ClC1=C(COC2=CC=C(C=C2)C2=NOC(=C2)[C@@H]([C@@](CN2N=CN=C2)(O)C2=C(C=C(C=C2)F)F)C)C=CC(=C1)Cl (2R,3R)-3-(3-(4-(2,4-dichlorobenzyloxy)phenyl)isoxazol-5-yl)-2-(2,4-difluorophenyl)-1-(1H-1,2,4-triazol-1-yl)butan-2-ol